C(#C)[C@@]1(C(N(CC1)CC(F)(F)F)=O)O (S)-3-ethynyl-3-hydroxy-1-(2,2,2-trifluoroethyl)pyrrolidin-2-one